(3R,6S,9aS)-8-(1-Acetylpiperidin-4-yl)-1-((E)-3-(benzo[d]thiazol-2-yl)acryloyl)-3,6-diisobutyltetrahydropyrazino[2,1-c][1,2,4]oxadiazine-4,7(3H,6H)-dione C(C)(=O)N1CCC(CC1)N1C[C@@H]2N(O[C@@H](C(N2[C@H](C1=O)CC(C)C)=O)CC(C)C)C(\C=C\C=1SC2=C(N1)C=CC=C2)=O